6-[4-carbamoyl-3-(trifluoromethoxy)benzyl]-2-azaspiro[3.3]heptane-2-carboxylic acid tert-butyl ester C(C)(C)(C)OC(=O)N1CC2(C1)CC(C2)CC2=CC(=C(C=C2)C(N)=O)OC(F)(F)F